OCCNC(O[C@@H]1CC[C@H](CC1)C(N(C[C@@H]1CC[C@H](CC1)C1=CC(=C(C=C1)OC)C)C1=NC=CC(=C1)C=1C=NN(C1)C(C)C)=O)=O trans-4-((4-(1-Isopropyl-1H-pyrazol-4-yl)pyridin-2-yl)((trans-4-(4-methoxy-3-methylphenyl)cyclohexyl)methyl)carbamoyl)-cyclohexyl (2-hydroxyethyl)carbamate